FC(S(=O)(=O)C1CN(CC1)C(=O)OCCCC)(F)F butyl 3-trifluoromethanesulfonylpyrrolidine-1-carboxylate